FC(OC=1C=CC(=C(C1)N1C(N(C2=C1C=CC(=C2)C(=O)O)C(C)C)=O)F)F 1-(5-(difluoromethoxy)-2-fluorophenyl)-3-isopropyl-2-oxo-2,3-dihydro-1H-benzo[d]imidazole-5-carboxylic acid